3-(2,2-difluorocyclopropyl)-N-((3R,6S)-6-methylpiperidin-3-yl)-1H-pyrrolo[2,3-b]pyridin-4-amine FC1(C(C1)C1=CNC=2N=CC=C(C21)N[C@H]2CN[C@H](CC2)C)F